N-((6-methoxypyridin-3-yl)methyl)-5-methyl-2-(5-(4,4,5,5-tetramethyl-1,3,2-dioxaborolan-2-yl)pyridin-2-yl)octahydrocyclopenta[c]pyrrol-5-amine COC1=CC=C(C=N1)CNC1(CC2C(CN(C2)C2=NC=C(C=C2)B2OC(C(O2)(C)C)(C)C)C1)C